2,5-DIMERCAPTO-1,3,4-THIADIAZOLE SC=1SC(=NN1)S